6-fluoro-1,4-dihydroisoquinolin-3(2H)-one FC=1C=C2CC(NCC2=CC1)=O